FC(C(=O)O)(F)F.CN1N=C2C=C(C(=CC2=C1)NC(=O)N1CCC=2C1=NC=CC2N2CC(NCC2)(C)C)C N-(2,6-dimethyl-2H-indazol-5-yl)-4-(3,3-dimethylpiperazin-1-yl)-2,3-dihydro-1H-pyrrolo[2,3-b]pyridine-1-carboxamide 2,2,2-trifluoroacetate